BrC1=C(C=CC(=C1)I)N1C2=CC=CC=C2C=2C=CC=CC12 9-(2-bromo-4-iodophenyl)-9H-carbazole